C(C)OC(CCC(=O)C1=NC2=C(C=CC=C2C(=C1O)Br)C1=C(C=C(C=C1)F)F)=O 4-[4-Bromo-8-(2,4-difluoro-phenyl)-3-hydroxy-quinolin-2-yl]-4-oxo-butyric acid ethyl ester